hexylbenzotriazol C(CCCCC)C1=CC=CC=2NN=NC21